Cl\C(=C(/F)\Cl)\F (E)-1,2-dichloro-1,2-difluoroethylene